CC(CNCCCCCCN)=C 2-methylallyl-N-(6-aminohexyl)amine